4-(6-(6-(3-ethynyl-4-fluorobenzyl)-3,6-diazabicyclo[3.1.1]heptan-3-yl)pyridin-3-yl)-6-(2-hydroxy-2-methylpropyloxy)pyrazolo[1,5-a]pyridine-3-carbonitrile C(#C)C=1C=C(CN2C3CN(CC2C3)C3=CC=C(C=N3)C=3C=2N(C=C(C3)OCC(C)(C)O)N=CC2C#N)C=CC1F